C(=O)(O)C1=C(C(=O)NC(C(=O)OO)CCCC)C=CC=C1 o-carboxybenzamidoperoxycaproic acid